3-[4-(Cyclohexyl-carbamoyl)phenyl]-1-sulfamoyl-pyrrole-2-carboxylic acid C1(CCCCC1)NC(=O)C1=CC=C(C=C1)C1=C(N(C=C1)S(N)(=O)=O)C(=O)O